(R)-8-(2,4-dimethylphenyl)-9-(3-((1-(3-fluoropropyl)pyrrolidin-3-yl)oxy)phenyl)-6,7-dihydro-5H-benzo[7]annulene-3-carboxylic acid CC1=C(C=CC(=C1)C)C=1CCCC2=C(C1C1=CC(=CC=C1)O[C@H]1CN(CC1)CCCF)C=CC(=C2)C(=O)O